C(C=C)(=O)[O-] R-acrylate